6-chloro-2-(4-chloroanilino)-3-phenylpyrido[3,4-d]pyrimidin-4(3H)-one ClC1=CC2=C(N=C(N(C2=O)C2=CC=CC=C2)NC2=CC=C(C=C2)Cl)C=N1